5-(dimethylphosphino)-3-pyridinecarboxylic acid CP(C=1C=C(C=NC1)C(=O)O)C